tert-Butyl ((S)-3-methyl-1-(((S)-1-((4-((((4-nitrophenoxy)carbonyl)oxy) methyl)phenyl)amino)-1-oxo-5-ureidopentan-2-yl)amino)-1-oxobutan-2-yl)carbamate CC([C@@H](C(=O)N[C@H](C(=O)NC1=CC=C(C=C1)COC(=O)OC1=CC=C(C=C1)[N+](=O)[O-])CCCNC(=O)N)NC(OC(C)(C)C)=O)C